C1(=CC=C(C=C1)C(C)(C)C=1N=C(SC1)NC(C1=CN=CC=C1)=O)C N-(4-(2-(p-tolyl)propan-2-yl)thiazol-2-yl)nicotinamide